ClC1=C(C(=O)N[C@H](C(=O)O)CC2=CC=C(C=C2)N2C(N(C3=C2C(=CC=C3)F)C)=O)C(=CC=C1)F (S)-2-(2-chloro-6-fluorobenzoylamino)-3-(4-(7-fluoro-3-methyl-2-oxo-2,3-dihydro-1H-benzo[d]imidazol-1-yl)phenyl)propanoic acid